CN1N=CC(=C1)C(=O)NCC1=NC(=NO1)C=1N(C2=CC=CC(=C2C1)[N+](=O)[O-])CC(F)(F)F 1-methyl-N-[[3-[4-nitro-1-(2,2,2-trifluoroethyl)indol-2-yl]-1,2,4-oxadiazol-5-yl]methyl]pyrazole-4-carboxamide